rac-(2R,5S)-tert-butyl 5-methyl-2-(5-(methylcarbamoyl)thiophen-2-yl)piperidine-1-carboxylate C[C@H]1CC[C@@H](N(C1)C(=O)OC(C)(C)C)C=1SC(=CC1)C(NC)=O |r|